CC=1C(=C2CCC(C2=CC1)NC(=O)C=1C(NC(=CC1)C(F)(F)F)=O)[N+](=O)[O-] N-(5-methyl-4-nitro-2,3-dihydro-1H-inden-1-yl)-2-oxo-6-(trifluoromethyl)-1,2-dihydropyridine-3-carboxamide